tert-butyl (S)-7-(4-fluorobenzyl)-6-((2-hydroxyethyl)carbamoyl)-2-methyl-2,3-dihydro-1H-pyrido[2,3-b][1,4]oxazine-1-carboxylate FC1=CC=C(CC2=CC3=C(OC[C@@H](N3C(=O)OC(C)(C)C)C)N=C2C(NCCO)=O)C=C1